Rac-(4-amino-1-methylimidazo[1,5-a]pyrido[3,4-e]pyrazin-8-yl)((2S,6R)-7-fluoro-9-(trifluoromethoxy)-3,4-dihydro-2H-2,6-methanobenzo[b][1,5]oxazocin-5(6H)-yl)methanone NC=1C=2N(C3=C(N1)C=NC(=C3)C(=O)N3[C@H]1C4=C(O[C@@H](CC3)C1)C=C(C=C4F)OC(F)(F)F)C(=NC2)C |r|